C(CC\C=C\CCC)(=O)[O-] (E)-4-octenoate